CC(C)(C1=CC=C(C=C1)[O-])C1=CC=C(C=C1)[O-] 4,4'-(Propan-2,2-diyl)diphenolat